8-naphthoic anhydride C1=CC=CC2=CC=CC(=C12)C(=O)OC(=O)C=1C=CC=C2C=CC=CC12